C(C)(C)(C1=CC=C(C=C1)N1C(C=CC1=O)=O)C1=CC=C(C=C1)N1C(C=CC1=O)=O N,N'-(isopropylidenedi-p-phenylene)bismaleimide